ClC=1C=C2CO[C@]3(O[C@@H]([C@H]([C@@H]([C@H]3O)O)O)C)C2=CC1CC1=CC=C(S1)C(=O)N1CCCC1 (5-(((1S,3'R,4'S,5'S,6'R)-5-Chloro-3',4',5'-trihydroxy-6'-methyl-3',4',5',6'-tetrahydro-3H-spiro[isobenzofuran-1,2'-pyran]-6-yl)methyl)-thiophen-2-yl)(pyrrolidin-1-yl)keton